4-fluoro-4-deoxyfructose F[C@@H]([C@@H](C(CO)=O)O)[C@H](O)CO